S(=O)(=O)([O-])C1=CC=C(C)C=C1.C(C)C=1NC=C[NH+]1 ethylimidazolium tosylate